C(CCCCCCCCCCC)(=O)OCCCCCCCCCCCCCC.[Na].[Na] disodium tetradecan-1-yl dodecanoate